OC1N(C(CCC1)C=1NC(=CN1)C1=CC=C(C=C1)CO)C(C(CC)C)=O 1-(2-hydroxy-6-(5-(4-(hydroxymethyl)phenyl)-1H-imidazol-2-yl)piperidin-1-yl)-2-methylbutan-1-one